C(C)(C)C=1NC(C2=C(N1)C=NN2C)=O 5-isopropyl-1-methyl-6H-pyrazolo[4,3-d]pyrimidin-7-one